ClC1=NC=C(C=C1)C(C1=CC=C(C=C1)F)(F)F 2-chloro-5-(difluoro(4-fluorophenyl)methyl)pyridine